methyl 2-methyl-3-oxobutanoate CC(C(=O)OC)C(C)=O